3-oxo-3-(p-tolyl)propionic acid ethyl ester C(C)OC(CC(C1=CC=C(C=C1)C)=O)=O